O=C1NC(CCC1N1C(C2=CC=C(C=C2C1=O)C1(CCN(CC1)CC1=CC=C(C=C1)S(=O)(=O)N(C)C)O)=O)=O 4-((4-(2-(2,6-dioxopiperidin-3-yl)-1,3-dioxoisoindolin-5-yl)-4-hydroxypiperidin-1-yl)methyl)-N,N-dimethylbenzenesulfonamide